BrCC(=O)NC1=CC2=C(OC(O2)(F)F)C=C1Cl 2-bromo-N-(6-chloro-2,2-difluorobenzo[d][1,3]dioxol-5-yl)acetamide